2,3-dimethylmaleic acid diethyl ester C(C)OC(\C(=C(/C(=O)OCC)\C)\C)=O